(3-(4-(cyclopropanecarbonyl)piperazine-1-carbonyl)-6-fluoroquinolin-4-yl)spiro[indene-1,4'-piperidin]-2(3H)-one C1(CC1)C(=O)N1CCN(CC1)C(=O)C=1C=NC2=CC=C(C=C2C1N1CCC2(CC1)C(CC1=CC=CC=C12)=O)F